C1CCC2=C(C=3CCCC3C=C12)NC(=O)N=[S@](=O)(N)C1CCC1 (R)-N'-((1,2,3,5,6,7-hexahydro-s-indacen-4-yl)carbamoyl)cyclobutane-sulfonimidamide